cis-N-(5-(4-chloro-2H-1,2,3-triazol-2-yl)-2-fluoro-4-(trifluoromethyl)phenyl)-3-methyl-1-(5-methyl-1,3,4-oxadiazol-2-yl)-6-azabicyclo[3.1.1]heptane-6-carboxamide ClC1=NN(N=C1)C=1C(=CC(=C(C1)NC(=O)N1C2CC(CC1(C2)C=2OC(=NN2)C)C)F)C(F)(F)F